7-(4-Amino-1H-pyrazol-1-yl)-2-(((tetrahydro-2H-pyran-4-yl)thio)methyl)quinazolin-4(3H)-one NC=1C=NN(C1)C1=CC=C2C(NC(=NC2=C1)CSC1CCOCC1)=O